C1(=C(C=CC=C1)C1=NNC2=CC=C(C=C12)C(=O)N1CC(CC1)N(C)C)C1=CC=CC=C1 (3-([1,1'-biphenyl]-2-yl)-1H-indazol-5-yl)(3-(dimethylamino)pyrrolidin-1-yl)methanone